(5-(2-((cis-3-methoxycyclobutyl)amino)-7H-pyrrolo[2,3-d]pyrimidin-5-yl)pyrazolo[1,5-a]pyridin-3-yl)(piperidin-1-yl)methanone CO[C@H]1C[C@H](C1)NC=1N=CC2=C(N1)NC=C2C2=CC=1N(C=C2)N=CC1C(=O)N1CCCCC1